3-({[(4R)-7-{methyl[4-(propan-2-yl)phenyl]amino}-3,4-dihydro-2H-1-benzopyran-4-yl]methyl}amino)pyridine-4-carboxylic acid lysine salt N[C@@H](CCCCN)C(=O)O.CN(C1=CC2=C([C@@H](CCO2)CNC=2C=NC=CC2C(=O)O)C=C1)C1=CC=C(C=C1)C(C)C